4-(tert-Butoxy)-2-((4-(6-((4-cyano-2-fluorobenzyl)oxy)pyridin-2-yl)piperidin-1-yl)methyl)-1-methyl-1H-benzo[d]imidazole-6-carboxylic acid C(C)(C)(C)OC1=CC(=CC=2N(C(=NC21)CN2CCC(CC2)C2=NC(=CC=C2)OCC2=C(C=C(C=C2)C#N)F)C)C(=O)O